FC1=C(C(=C2C=NN(C2=C1)C1OCCCC1)[N+](=O)[O-])C 6-fluoro-5-methyl-4-nitro-1-tetrahydropyran-2-yl-indazole